BrC1=CC=C2C(=N1)SC(=N2)CC(=O)N 5-bromothiazolo[5,4-b]pyridin-2-yl-acetamide